BrC=1C=C2C=C(N=NC2=CC1)CN1CCOCC1 4-((6-Bromocinnolin-3-yl)methyl)morpholine